1,2-dibromododecane BrCC(CCCCCCCCCC)Br